FC1=CC=C(C=C1)C1=CC(=C(C=N1)CNC(C=C)=O)N1N=CC=C1 N-((6-(4-fluorophenyl)-4-(1H-pyrazol-1-yl)pyridin-3-yl)methyl)acrylamide